The molecule is a tetrasaccharide that is beta-lactose in which the hydroxy groups at the 3 and 2' positions have each been glycosylated by an alpha-L-fucosyl group. It is a tetrasaccharide and an alpha-L-Fucp-(1->2)-beta-D-Galp-(1->4)-[alpha-L-Fucp-(1->3)]-D-Glcp. It derives from a beta-lactose and an alpha-L-Fucp-(1->2)-beta-D-Galp-(1->4)-beta-D-Glcp. C[C@H]1[C@H]([C@H]([C@@H]([C@@H](O1)O[C@@H]2[C@H]([C@H]([C@H](O[C@H]2O[C@@H]3[C@H](O[C@H]([C@@H]([C@H]3O[C@H]4[C@H]([C@@H]([C@@H]([C@@H](O4)C)O)O)O)O)O)CO)CO)O)O)O)O)O